5-heptene-2,3-dicarboxylic acid zinc [Zn].CC(C(CC=CC)C(=O)O)C(=O)O